N-(4-chlorophenyl)-3-methyl-4-nitrobenzamide ClC1=CC=C(C=C1)NC(C1=CC(=C(C=C1)[N+](=O)[O-])C)=O